3-(2-(4-(8-chloro-5,6-dihydro-11H-benzo-[5,6]cyclohepta[1,2-b]pyridin-11-ylidene)-piperidin-1-yl)ethyl)-2-methyl-6,7,8,9-tetra-hydro-4H-pyrido[1,2-a]pyrimidin-4-one ClC=1C=CC2=C(CCC=3C(=NC=CC3)C2=C2CCN(CC2)CCC2=C(N=C3N(C2=O)CCCC3)C)C1